C12(CC3CC(CC(C1)C3)C2)CNC(CN2C(C(=CC=C2)NC([C@H](CCC(C(=O)NC)=O)NC(=O)C=2OC3=C(C2C)C=CC=C3)=O)=O)=O (S)-N1-(1-(2-(1-adamantylmethylamino)-2-oxoethyl)-2-oxo-1,2-dihydropyridin-3-yl)-N6-methyl-2-(3-methylbenzofuran-2-carboxamido)-5-oxohexanediamide